C(C1=CC=C(C(=O)[O-])C=C1)(=O)OCCC(C)C iso-amyl terephthalate